2-bromo-N6-2-isopentenyl-adenine BrC1=NC(=C2NC=NC2=N1)NCC=C(C)C